O=C1CC(N(C2=C(N1)C1=CC=CC=C1C=C2)C2=CC=C(C=C2)NS(=O)(=O)C2=C(C=CC=C2)C(F)(F)F)=O N-[4-(2,4-dioxo-1,2,3,4-tetrahydronaphtho-[1,2-b][1,4]-diazepin-5-yl)phenyl]-2-trifluoromethylbenzenesulfonamide